(S)-2-(3-bromo-5-methylphenyl)-5-(trifluoromethyl)-2,3-dihydrobenzofuran BrC=1C=C(C=C(C1)C)[C@H]1OC2=C(C1)C=C(C=C2)C(F)(F)F